BrC1=C(C(=C(C=C1)CCl)F)OC 1-bromo-4-(chloromethyl)-3-fluoro-2-methoxybenzene